ethyl 1-amino-3-[1-(tert-butoxycarbonyl)azetidin-3-yl]pyrrole-2-carboxylate NN1C(=C(C=C1)C1CN(C1)C(=O)OC(C)(C)C)C(=O)OCC